ClC(C#N)(Cl)Cl trichloroAcetonitrile